COC(=O)C=1C(NN=C(C1)C1=CC=C(C=C1)C(F)(F)F)=O 3-oxo-6-[4-(trifluoromethyl)phenyl]-2,3-dihydropyridazine-4-carboxylic acid methyl ester